C(C)(C)(C)OC(=O)N1C(=CC(=C1)O)C(=O)NC1=CC(=C(C=C1)Cl)C(F)(F)F (2S,4R)-2-((4-chloro-3-(trifluoromethyl)phenyl)aminoFormyl)-4-hydroxypyrrole-1-carboxylic acid tert-butyl ester